C(C)(=O)NC1CCN(CC1)CC=1C(=CC(=NC1)C(=O)NC1=C(C(=CC=C1)C1=NC=CC(=C1Cl)C1=NC(=C(C=C1)CNC[C@H]1NC(CC1)=O)OC)Cl)OC (S)-5-((4-acetamidopiperidin-1-yl)methyl)-N-(2-chloro-3-(3'-chloro-6-methoxy-5-((((5-oxopyrrolidin-2-yl)methyl)amino)methyl)-[2,4'-bipyridin]-2'-yl)phenyl)-4-methoxypicolinamide